OC(C(=O)O)CCCCCCCCCCCCCCCCCCCCCC α-hydroxylignoceric acid